2-[3-fluoro-4-(trifluoromethoxy)phenoxy]-N-(3-methylsulfonylphenyl)-5-(trifluoromethyl)pyridine-3-carboxamide FC=1C=C(OC2=NC=C(C=C2C(=O)NC2=CC(=CC=C2)S(=O)(=O)C)C(F)(F)F)C=CC1OC(F)(F)F